2-(1-(4-chlorophenyl)cyclopropyl)-6-(2-(3,5-difluorophenyl)-2-hydroxyacetyl)-5,6,7,8-tetrahydropyrido[4,3-d]pyrimidin-4(3H)-one ClC1=CC=C(C=C1)C1(CC1)C=1NC(C2=C(N1)CCN(C2)C(C(O)C2=CC(=CC(=C2)F)F)=O)=O